C(C=C)OC1=C(C(=O)OCC=C)C=CC(=C1OC)NC(C1=C(C(=C(C=C1)NC(C1=CC=C(C=C1)NC([C@H](CC#N)NC(=O)OC(C)(C)C)=O)=O)OC)OCC=C)=O (S)-allyl 2-(allyloxy)-4-(2-(allyloxy)-4-(4-(2-((tert-butoxycarbonyl)amino)-3-cyanopropanamido) benzamido)-3-methoxybenzamido)-3-methoxybenzoate